neo-pentyldiphenylbismuth C(C(C)(C)C)[Bi](C1=CC=CC=C1)C1=CC=CC=C1